FC1=CC=C(C=C1)C1(CN(C(=C1SC)C)S(=O)(=O)C1=CC=C(C)C=C1)O 3-(4-fluorophenyl)-5-methyl-4-(methylthio)-1-tosyl-2,3-dihydro-1H-pyrrol-3-ol